ClC1=CC(=C2C(C(=CN(C2=N1)C1=NC(=NS1)C=1C=NC(=CC1)OC)C(=O)[O-])=O)C 7-chloro-1-[3-(6-methoxypyridin-3-yl)-1,2,4-thiadiazol-5-yl]-5-methyl-4-oxo-1,4-dihydro-1,8-naphthyridine-3-carboxylate